S(=O)(=O)(O)O.O1CCN(CC1)CCC(=O)N1CCOCC1 3-morpholinopropionic acid morpholide Sulfate